ClC1=CC=C(C(=N1)N1N=C(C=C1C)C#N)OCC(F)F 1-[6-chloro-3-(2,2-difluoroethoxy)-2-pyridyl]-5-methyl-pyrazole-3-carbonitrile